D-N-acetylneuraminic acid C(C)(=O)N[C@@H]1[C@H](CC(C(O)=O)(O)O[C@H]1[C@H](O)[C@H](O)CO)O